C(CCCCCCCCCCCCCCCCC(=O)N)CCCCCCCCCCCCCCCC(=O)N ethylenebispalmitoamide